4-cinnamyl-3-hydroxy-5-(4-chlorophenyl)-1-phenyl-1H-pyrrol-2(5H)-one C(C=CC1=CC=CC=C1)C1=C(C(N(C1C1=CC=C(C=C1)Cl)C1=CC=CC=C1)=O)O